C(CCCCCCC(=O)O)(=O)[O-].[Na+] mono-Sodium Suberate